FC(C=1C=CC=2N(N1)C(=CN2)C2=CC(=NC=N2)N2C(C(CC(C2)(F)F)CO)C)F [1-[6-[6-(difluoromethyl)imidazo[1,2-b]pyridazin-3-yl]pyrimidin-4-yl]-5,5-difluoro-2-methyl-3-piperidinyl]methanol